COC=1C(=NC=CC1C(F)(F)F)C(=O)NC1=CC(=C(C=C1)C)NC1=NC=CC=C1C1=C2N=CN(C2=NC=N1)C1OCCCC1 3-methoxy-N-(4-methyl-3-((3-(9-(tetrahydro-2H-pyran-2-yl)-9H-purin-6-yl)pyridin-2-yl)amino)phenyl)-4-(trifluoromethyl)picolinamide